C(CCCCCCCCCCCCCCCCCC(=O)N)CCCCCCCCCCCCCCCCCC(=O)N methylenedistearic acid amide